(1-(3-bromo-4-methoxyphenyl)-2,2-difluoro-2-(phenylsulfonyl)ethyl)acetamide BrC=1C=C(C=CC1OC)C(C(S(=O)(=O)C1=CC=CC=C1)(F)F)CC(=O)N